CN1CCN(CCC1)C(C(=O)OC)C methyl 2-(4-methyl-1,4-diazepan-1-yl)propanoate